5-[1-[2-(dimethylcarbamoyl)-1H-pyrrolo[3,2-c]pyridin-6-yl]-3-(trifluoromethyl)pyrazol-4-yl]-1-methyl-imidazole CN(C(=O)C1=CC=2C=NC(=CC2N1)N1N=C(C(=C1)C1=CN=CN1C)C(F)(F)F)C